BrCCOC1=CC=C(C=C1)C(C=CC1=C(C=CC=C1)OC)=O 4-(2-bromoethoxy)phenyl-3-(2-methoxyphenyl)-2-propen-1-one